C(=O)C1=C(C=CC(=N1)CCCCN1CC(CCC1)NC(OC(C)(C)C)=O)O Tert-butyl (1-(4-(6-formyl-5-hydroxypyridin-2-yl)butyl)piperidin-3-yl)carbamate